(pyrrolidin-1-ylsulfonyl)butanamide N1(CCCC1)S(=O)(=O)C(C(=O)N)CC